2-(2-(2-(((S)-1-((2S,4R)-4-hydroxy-2-(3-(4-(4-methylthiazol-5-yl)phenyl)propanoyl)pyrrolidin-1-yl)-3,3-dimethyl-1-oxobutan-2-yl)amino)-2-oxoethoxy)ethoxy)acetic acid O[C@@H]1C[C@H](N(C1)C([C@H](C(C)(C)C)NC(COCCOCC(=O)O)=O)=O)C(CCC1=CC=C(C=C1)C1=C(N=CS1)C)=O